(2R,4S)-4-(1-((5-methoxy-7-methyl-1H-indol-4-yl)methyl)-4-phenylpiperidin-2-yl)benzoic acid COC=1C(=C2C=CNC2=C(C1)C)CN1[C@H](C[C@H](CC1)C1=CC=CC=C1)C1=CC=C(C(=O)O)C=C1